(7-ethoxy-6-methoxy-1-(2-(5-methoxy-1H-indol-3-yl)ethyl)-3,4-dihydroisoquinolin-2(1H)-yl)(pyridazin-4-yl)methanone C(C)OC1=C(C=C2CCN(C(C2=C1)CCC1=CNC2=CC=C(C=C12)OC)C(=O)C1=CN=NC=C1)OC